3-methyl-5-(4-(4,4,5,5-tetramethyl-1,3,2-dioxaborolan-2-yl)phenyl)-1,2,4-oxadiazole CC1=NOC(=N1)C1=CC=C(C=C1)B1OC(C(O1)(C)C)(C)C